4-((1-(4-(6-(trifluoromethyl)pyridazin-3-yl)piperazine-1-carbonyl)cyclopentyl)amino)nitrobenzene FC(C1=CC=C(N=N1)N1CCN(CC1)C(=O)C1(CCCC1)NC1=CC=C(C=C1)[N+](=O)[O-])(F)F